Tert-butyl (7-methyl-4-oxo-3-(1,1,1-trifluoropropan-2-yl)-4,7-dihydro-3H-pyrrolo[2,3-d]pyrimidin-5-yl)carbamate CN1C=C(C2=C1N=CN(C2=O)C(C(F)(F)F)C)NC(OC(C)(C)C)=O